Cl.NC1=CC(=NC=C1C1=NC=C(C=N1)F)NC(C)=O N-(4-amino-5-(5-fluoropyrimidin-2-yl)pyridin-2-yl)acetamide hydrochloride